CN(C1=CC2=C(N=C(S2)C2=CC3=CN(N=C3C=C2)C)C=C1)C1CCNCC1 N-Methyl-2-(2-methyl-2H-indazol-5-yl)-N-(piperidin-4-yl)-1,3-benzothiazol-6-amin